OB1OCC2=C1C(=C(C=C2)C(=O)N[C@@H](C(C)C)C(=O)OCCN2CCC1(COC1)CC2)C 2-(2-oxa-7-azaspiro[3.5]nonan-7-yl)ethyl (1-hydroxy-7-methyl-1,3-dihydrobenzo[c][1,2]oxaborole-6-carbonyl)-L-valinate